(E)-3-(furan-3-yl)acrylic acid O1C=C(C=C1)/C=C/C(=O)O